COC([C@@H](N(C(C)=O)[SeH])C(O)C)=O N-acetyl-3-methylselenyl-L-serine methyl ester